(1r,5s,6r)-N-ethyl-N-isopropyl-3-(6-(3-methyl-1,2,4-oxadiazol-5-yl)-6-azabicyclo[3.2.1]oct-3-yl)-3-azabicyclo[3.1.0]hexane-6-carboxamide C(C)N(C(=O)C1[C@H]2CN(C[C@@H]12)C1CC2CN(C(C1)C2)C2=NC(=NO2)C)C(C)C